FC(OC=1C=C(CN2N=NC=C2)C=CC1)(F)F 1-(3-(trifluoromethoxy)benzyl)-1H-1,2,3-triazole